C(C)[C@H]1N(C[C@@H](N(C1)C=1C2=C(N(C(N1)=O)C)C=CC(=N2)C#N)C)C(C2=NC=C(C=C2)C(F)(F)F)C2=CC=C(C=C2)F 4-((2S,5R)-5-Ethyl-4-((4-fluorophenyl)(5-(trifluoromethyl)pyridin-2-yl)methyl)-2-methylpiperazin-1-yl)-1-methyl-2-oxo-1,2-dihydropyrido[3,2-d]pyrimidine-6-carbonitrile